Cl.O1C(=NC=C1)CN oxazol-2-ylmethanamine HCl salt